C(C)(C)(C)OC(N[C@H](C(=O)NC=1C=NN(C1)CC=1C(=NC=CC1)OC)C1CCC(CC1)(F)F)=O.ClC1=NC=CC(=N1)OCC1=C(C=C(C=C1)Cl)F 2-chloro-4-((4-chloro-2-fluorobenzyl)oxy)pyrimidine tert-butyl-N-[(1S)-1-(4,4-difluorocyclohexyl)-2-[[1-[(2-methoxy-3-pyridyl)methyl]pyrazol-4-yl]amino]-2-oxo-ethyl]carbamate